Cl.O(C1=CC=CC=C1)C1=C2C(=NC=C1)NC=C2C2=NC(=NC=C2)N 4-(4-phenoxy-1H-pyrrolo[2,3-b]pyridin-3-yl)pyrimidin-2-amine hydrochloride